N-{3-ethyl-2-methoxy-6H,7H,8H,9H,10H-cyclohepta[b]quinolin-11-yl}piperidin-4-amine C(C)C1=C(C=C2C(=C3C(=NC2=C1)CCCCC3)NC3CCNCC3)OC